C(C=C)C1(CN(CCC1)C(=O)OC(C)(C)C)C(=O)OC 1-(tert-butyl) 3-methyl 3-allylpiperidine-1,3-dicarboxylate